C1(CC1)CC=1C2=C(C(N(C1)C)=O)C(=C(N2)C2=CC(=NC=C2)NC(C(CC(F)F)C2=CC=C(C=C2)F)=O)C2=CC=CC=C2 N-{4-[7-(cyclopropylmethyl)-5-methyl-4-oxo-3-phenyl-4,5-dihydro-1H-pyrrolo[3,2-c]pyridin-2-yl]pyridin-2-yl}-4,4-difluoro-2-(4-fluorophenyl)butanamide